C(CCCCCCC)SC1=NC(=NC(=N1)SCCCCCCCC)NC1=CC(=C(C(=C1)C(C)(C)C)O)C(C)(C)C 2,4-bis-(n-octylthio)-6-(4-hydroxy-3,5-Di-t-butylanilino)-1,3,5-triazine